(2S)-2-amino-N-(4-(2,4-dimethylpyridin-3-yl)-3-fluorophenyl)-2-((1r,4S)-4-methylcyclohexyl)acetamide N[C@H](C(=O)NC1=CC(=C(C=C1)C=1C(=NC=CC1C)C)F)C1CCC(CC1)C